C(C)(C)(C)OC(NC(COCC(=O)C1=CC(=C(C=C1)F)F)(C)C)=O N-[2-[2-(3,4-difluorophenyl)-2-oxoethoxy]-1,1-dimethylethyl]carbamic acid tert-butyl ester